CS(=O)(=O)NC1=C(C(=O)N)C=CC=C1 [(methylsulfonyl)amino]benzamide